C(C)(C)[N+]1(CN(C2=C1C=CC=C2)C(C)C)C(=O)[O-] 1,3-diisopropyl-1H-benzimidazoliumcarboxylate